Pyridine-2-carboxylic acid [3-(4-fluoro-benzenesulfonylamino)-adamantan-1-yl]-amide FC1=CC=C(C=C1)S(=O)(=O)NC12CC3(CC(CC(C1)C3)C2)NC(=O)C2=NC=CC=C2